2-(6-(((1r,2r,3s,5s)-2-fluoro-9-azabicyclo[3.3.1]non-3-yl)oxy)pyridazin-3-yl)-5-(5-methylpyrazin-2-yl)phenol F[C@@H]1[C@H]2CCC[C@@H](C[C@@H]1OC1=CC=C(N=N1)C1=C(C=C(C=C1)C1=NC=C(N=C1)C)O)N2